1H-imidazol-1-yl (1,3-dioxoisoindolin-2-yl)(3-guanidinopropyl)carbamate O=C1N(C(C2=CC=CC=C12)=O)N(C(ON1C=NC=C1)=O)CCCNC(=N)N